COC(=O)C1=NC(=CC=C1N)Br 3-Amino-6-bromopyridinecarboxylic acid methyl ester